(diethyl 4-((4-hydroxy-1H-benzo[d]imidazol-1-yl) methyl) phenyl) phosphonate P(OC1=C(C(=C(C=C1)CN1C=NC2=C1C=CC=C2O)CC)CC)([O-])=O